C(C)(=O)O\N=C\1/CCCC2=CC=CC=C12 (E)-3,4-dihydronaphthalen-1(2H)-one O-acetyloxime